B(O)O.B(O)O.B(O)O.ON(C(N(F)O)=N)F dihydroxydifluoroguanidine triboronate